Sodium 1-heptanesulphonate C(CCCCCC)S(=O)(=O)[O-].[Na+]